4-(1H-benzo[d]imidazol-2-yl)-N-(1,3-Dimethylbutylamino)anilin N1C(=NC2=C1C=CC=C2)C2=CC=C(NNC(CC(C)C)C)C=C2